C(N)(=O)C1=CN(C2=CC=CC=C12)C(CNC(OC(C)(C)C)=O)=O tert-butyl (2-(3-carbamoyl-1H-indol-1-yl)-2-oxoethyl)carbamate